COC1=CC=C(CN2C(=NC3=C2C=C(C=C3NS(=O)(=O)CC)C=3C2=C(C(N(C3)C)=O)NC=C2)C)C=C1 N-(1-(4-methoxybenzyl)-2-methyl-6-(6-methyl-7-oxo-6,7-dihydro-1H-pyrrolo[2,3-c]pyridin-4-yl)-1H-benzo[d]imidazol-4-yl)ethanesulfonamide